bis-(2-pyridyl)(diphenyl-phosphino)amine N1=C(C=CC=C1)N(P(C1=CC=CC=C1)C1=CC=CC=C1)C1=NC=CC=C1